C(C)N([C@@H]1[C@@H](CC(C1)(C)C)OC=1C=C2CN(C(C2=CC1)=O)C1C(NC(CC1)=O)=O)CC cis-3-(5-((2-(diethylamino)-4,4-dimethylcyclopentyl)oxy)-1-oxoisoindolin-2-yl)piperidine-2,6-dione